NC[C@]1([C@H](CN(C1)S(=O)(=O)C1=NC=C(C=C1)Cl)OC1=CC(=C(C#N)C=C1)F)O 4-[(3S,4S)-4-(aminomethyl)-1-(5-chloropyridin-2-yl)sulfonyl-4-hydroxypyrrolidin-3-yl]oxy-2-fluorobenzonitrile